C(C1=CC(=C(C(=C1)CC)CCCCC(=O)N)CC)C1=CC(=C(C(=C1)CC)CCCCC(=O)N)CC [methylenebis(2,6-diethyl-4,1-phenylene)]bis[pentanamide]